ClC1=NC(=CC(=C1)/C=C/C(=O)OCC)Cl Ethyl (E)-3-(2,6-dichloropyridin-4-yl)acrylate